NC1=C2CCCN(C2=CC=C1)S(=O)(=O)NC(C)(C)C 5-amino-N-tert-butyl-3,4-dihydroquinolin-1(2H)-sulfonamide